CN1CCN(CC1)C1=NCN(C=C1)C1=NNC2=CC(=CC=C12)NC1=NC=C(C(=N1)NC1=C(C=CC=C1)CS(=O)(=O)N)C(F)(F)F (2-((2-((3-(4-(4-methylpiperazin-1-yl)pyrimidin-1-yl)-1H-indazol-6-yl)amino)-5-(trifluoromethyl)pyrimidin-4-yl)amino)phenyl)methylsulfonamide